C(C1=CC=CC=C1)N(C(=O)C1=CC(=C(C=C1)C1=C(C(=CC=C1)C1=CC=CC=C1)C(=O)N)O)C1=CC=CC=C1 (4-(benzyl-(phenyl)carbamoyl)-2-hydroxyphenyl)-[1,1'-biphenyl]-2-carboxamide